6-(2,6-difluorophenyl)-4-((4-(hydroxymethyl)phenyl)amino)pyridazine-3-carboxylate FC1=C(C(=CC=C1)F)C1=CC(=C(N=N1)C(=O)[O-])NC1=CC=C(C=C1)CO